ClC=1C=C(C=2N(N1)C=CN2)[C@@H]2[C@H](C2)C2=NC=CC=C2 6-chloro-8-[(1S,2S)-2-(2-pyridyl)cyclopropyl]imidazo[1,2-b]pyridazine